[Ge]=O.[Si] Silicon-germanium oxide